FC1=C(CN2C(C3=CC=C(C=C3C=C2)C2=CC=C(C=C2)O)=O)C=CC=C1 2-(2-fluorobenzyl)-6-(4-hydroxyphenyl)isoquinolin-1(2H)-one